tert-butyl 4-(4-oxo-4-(((2R,3R,4S,5R)-3,4,5,6-tetrakis(benzyloxy)tetrahydro-2H-pyran-2-yl)methoxy)butanoyl)piperazine-1-carboxylate O=C(CCC(=O)N1CCN(CC1)C(=O)OC(C)(C)C)OC[C@H]1OC([C@@H]([C@H]([C@@H]1OCC1=CC=CC=C1)OCC1=CC=CC=C1)OCC1=CC=CC=C1)OCC1=CC=CC=C1